tert-butyl (S)-2-(2-(2,6-dimethylisonicotinoyl)-6-(3-methyl-1H-pyrrolo[2,3-b]pyridin-5-yl)isoindolin-4-yl)pyrrolidine-1-carboxylate CC=1C=C(C(=O)N2CC3=CC(=CC(=C3C2)[C@H]2N(CCC2)C(=O)OC(C)(C)C)C=2C=C3C(=NC2)NC=C3C)C=C(N1)C